C(C)(=O)C1=CC(=NN1)C(=O)N[C@H]1[C@]2([C@@H]3C(N(C([C@@H]3[C@@](C1)(O2)C)=O)C2=CC(=C(C=C2)C#N)C(F)(F)F)=O)C 5-acetyl-N-((3aR,4R,5R,7R,7aS)-2-(4-cyano-3-(trifluoromethyl)phenyl)-4,7-dimethyl-1,3-dioxooctahydro-1H-4,7-epoxyisoindol-5-yl)-1H-pyrazole-3-carboxamide